tert-Butyl (1S,4S)-5-(7-fluoro-4-hydroxy-pyrido[3,2-d]pyrimidin-6-yl)-2,5-diazabicyclo[2.2.1]heptane-2-carboxylate FC1=CC=2N=CN=C(C2N=C1N1[C@@H]2CN([C@H](C1)C2)C(=O)OC(C)(C)C)O